N-(2-cyclopropyl-4-ethynyl-5-methylphenyl)-N-{6-methyl-7-oxo-5H-pyrrolo[3,4-b]pyridin-2-yl}but-2-ynamide C1(CC1)C1=C(C=C(C(=C1)C#C)C)N(C(C#CC)=O)C1=CC=C2C(=N1)C(N(C2)C)=O